BrC1=CC=C(C(=C1C(=O)OC)F)C(F)(F)F methyl 6-bromo-2-fluoro-3-(trifluoromethyl)-benzoate